(1S,4S)-5-(4-nitrophenyl)-2,5-diazabicyclo[2.2.1]Heptane-2-carboxylic acid tert-butyl ester C(C)(C)(C)OC(=O)N1[C@@H]2CN([C@H](C1)C2)C2=CC=C(C=C2)[N+](=O)[O-]